C(C)C(C(=O)O)CCCC1=NC(=NO1)C1=NC=C(C=C1C)N ethyl-5-[3-(5-amino-3-methylpyridin-2-yl)-1,2,4-oxadiazol-5-yl]pentanoic acid